C(C)(C)(C)C1=C(C(=C(CN2C(N(C(N(C2=O)CC2=C(C(=C(C(=C2CC)C)C(C)(C)C)O)C)=O)CC2=C(C(=C(C(=C2CC)C)C(C)(C)C)O)C)=O)C(=C1C)CC)C)O 1,3,5-tris(4-tert-butyl-6-ethyl-3-hydroxy-2,5-dimethylbenzyl)-1,3,5-triazine-2,4,6(1H,3H,5H)-trione